3-((4-(3-(4-(((5-fluoro-4-oxo-2-(((tetrahydro-2H-pyran-4-yl)thio)methyl)-3,4-dihydroquinazolin-7-yl)oxy)methyl)piperidin-1-yl)azetidin-1-yl)phenyl)amino)piperidine-2,6-dione FC1=C2C(NC(=NC2=CC(=C1)OCC1CCN(CC1)C1CN(C1)C1=CC=C(C=C1)NC1C(NC(CC1)=O)=O)CSC1CCOCC1)=O